di-(tert-butyl) 2-(2,2-dimethyl-4H-1,3-benzodioxin-6-yl)-2-oxoethyliminodicarbonate CC1(OCC2=C(O1)C=CC(=C2)C(=O)CN(C(=O)OC(C)(C)C)C(=O)OC(C)(C)C)C